bis(dimethylamino)ethyl-(4-vinylphenyl)silane CN(C)C(C[SiH2]C1=CC=C(C=C1)C=C)N(C)C